COC(=O)C1=NC=C(C=C1NC(C(C)(C)C)=O)Br 5-bromo-3-(2,2-dimethylpropionylamino)pyridine-2-carboxylic acid methyl ester